NCC=1C=C(C=CC1)N1N=C(C=C1C(=O)NC1=CC(=CC=C1)C(CC#N)C1=CC=CC=C1)C(F)(F)F 1-(3-(aminomethyl)phenyl)-N-(3-(2-cyano-1-phenylethyl)phenyl)-3-(trifluoromethyl)-1H-pyrazole-5-carboxamide